tert-butyl 3-(2-((2-((6-(cyclopropanecarboxamido)-1-(methylamino)-2,7-naphthyridin-4-yl)ethynyl)pyridin-4-yl)oxy)ethoxy)propanoate C1(CC1)C(=O)NC=1C=C2C(=CN=C(C2=CN1)NC)C#CC1=NC=CC(=C1)OCCOCCC(=O)OC(C)(C)C